N-(2-carbamoyl-4-chloro-6-methyl-phenyl)-5-[(5-chlorobenzotriazol-1-yl)methyl]-2-(3-chloro-2-pyridyl)pyrazol-3-carboxamide C(N)(=O)C1=C(C(=CC(=C1)Cl)C)NC(=O)C=1N(N=C(C1)CN1N=NC2=C1C=CC(=C2)Cl)C2=NC=CC=C2Cl